N1=CC=C(C=C1)N1C=CC2=C(C=CC=C12)CC=O 2-(1-(Pyridin-4-yl)-1H-indol-4-yl)acetaldehyde